N-(6-bromo-5-methylpyrazin-2-yl)-2-azabicyclo[3.1.0]hexane-3-carboxamide BrC1=C(N=CC(=N1)NC(=O)C1NC2CC2C1)C